3-(cyclopent-1-en-1-yl)-1-methyl-4-phenylisoquinoline 2-oxide C1(=CCCC1)C=1[N+](=C(C2=CC=CC=C2C1C1=CC=CC=C1)C)[O-]